CC1=CCC(CC1)\C(=C/CC=C(C)C)\C 1-Methyl-4-(1,5-dimethyl-(Z)-1,4-hexadienyl)-cyclohexene